5-(((1-(4-(5,7-dimethoxy-4-oxo-3,4-dihydroquinazolin-2-yl)phenyl)piperidin-4-yl)(Methyl)amino)methyl)-2-(2,6-dioxopiperidin-3-yl)-4-fluoroisoindoline-1,3-dione COC1=C2C(NC(=NC2=CC(=C1)OC)C1=CC=C(C=C1)N1CCC(CC1)N(C)CC=1C(=C2C(N(C(C2=CC1)=O)C1C(NC(CC1)=O)=O)=O)F)=O